7-(1,1-Difluoroethyl)-1-(imidazo[1,2-a]pyridin-8-yl)quinazoline-2,4(1H,3H)-dione FC(C)(F)C1=CC=C2C(NC(N(C2=C1)C=1C=2N(C=CC1)C=CN2)=O)=O